FC(OC1=CC=C(C=C1)[C@H](C)NC(=O)CNC(OC(C)(C)C)=O)(F)F tert-butyl {[(1S)-1-(4-trifluoromethoxy-phenyl)-ethylcarbamoyl]-methyl}-carbamate